4-fluoro-N-isopentylbenzamide FC1=CC=C(C(=O)NCCC(C)C)C=C1